ClC1=CC=CC=2N1C(=NC2S(=O)(=O)C2=CC=C(C=C2)C(C)(F)F)N2CC(C(C2)(F)F)(F)F 5-chloro-1-[4-(1,1-difluoroethyl)phenyl]sulfonyl-3-(3,3,4,4-tetrafluoropyrrolidin-1-yl)imidazo[1,5-a]pyridine